NC1=CC=CC(=N1)N1CCN(CC1)CCO 2-(4-(6-Aminopyridin-2-yl)piperazin-1-yl)ethan-1-ol